NCC=1C=C(C=CC1)N1N=C(C=C1C(=O)NC1=C(C=CC(=C1)C(OCC1CC1)C1=CC(=CC=C1)N)F)C(F)(F)F 1-(3-(aminomethyl)phenyl)-N-(5-((3-aminophenyl)(cyclopropylmethoxy)methyl)-2-fluorophenyl)-3-(trifluoromethyl)-1H-pyrazole-5-carboxamide